C[C@@H]1CN(C[C@@H](O1)C)C(=O)C=1C2=C(N(N1)CC(=O)N1CCC(CC1)C1=CC(=CC=C1)OC)CCC2 2-{3-[(2R,6S)-2,6-dimethylmorpholine-4-carbonyl]-5,6-dihydrocyclopenta[c]pyrazol-1(4H)-yl}-1-[4-(3-methoxyphenyl)piperidin-1-yl]ethan-1-one